ClC1=C(C(=O)N[C@@H](CCOC2CC(C2)CCC2=NC=3NCCCC3C=C2)C(=O)O)C(=CN=C1CN1CCN(CC1)C)F N-(3-chloro-5-fluoro-2-((4-methylpiperazin-1-yl)methyl)isonicotinoyl)-O-((1S,3S)-3-(2-(5,6,7,8-tetrahydro-1,8-naphthyridin-2-yl)ethyl)cyclobutyl)-L-homoserine